hexyl ((4-(((6-((6-cyclopropylimidazo[1,2-a]pyridin-2-yl)methoxy)pyrimidin-4-yl)amino)methyl)-3,5-dimethylphenyl)(imino)methyl)carbamate C1(CC1)C=1C=CC=2N(C1)C=C(N2)COC2=CC(=NC=N2)NCC2=C(C=C(C=C2C)C(=N)NC(OCCCCCC)=O)C